CN1C(C=CC=C1)=O (E)-1-methyl-1,2-dihydropyridin-2-one